CS=C(OC1(CC(C1)C1=CC(=NC=C1)C#N)C1=NC(=CC=C1)N1CCOCC1)[S-] O-(3-(2-cyanopyridin-4-yl)-1-(6-morpholinopyridin-2-yl) cyclobutyl) S-methylxanthate